[N+](=O)([O-])C1=C(/C=C/C=2SC(=CC2)\C=C\C2=C(C=CC=C2)[N+](=O)[O-])C=CC=C1 2,5-bis((E)-2-nitrostyryl)thiophene